N[C@H](C(=O)NCCCC1=CC=C(C=C1)C1=CC=C(C=C1)CCCCNC(OCC1=CC=CC=C1)=O)CCCCN(C[C@@H]([C@H]([C@@H]([C@@H](CO)O)O)O)O)C[C@@H]([C@H]([C@@H]([C@@H](CO)O)O)O)O benzyl (4-(4'-(3-((S)-2-amino-6-(bis((2S,3R,4R,5R)-2,3,4,5,6-pentahydroxy hexyl)amino)hexanamido)propyl)-[1,1'-biphenyl]-4-yl)butyl)carbamate